ClC=1C=C(C#N)C=C(C1)OC1=C(N=CN(C1=O)CC=1C(NN=CC1)=O)C(F)(F)F 3-chloro-5-((6-oxo-1-((3-oxo-2,3-dihydropyridazin-4-yl)methyl)-4-(trifluoromethyl)-1,6-dihydropyrimidin-5-yl)oxy)benzonitrile